4-hydroxy-3-methoxy-DL-mandelic acid OC1=C(C=C(C(C(=O)O)O)C=C1)OC